NC1=NN2C(N=C(C=C2)C=2C=C3CN(C(C3=C(C2)S(=O)(=O)C2CCCCC2)=O)[C@@H](C)C2CC2)=C1C(=O)NC1CC1 2-amino-5-[7-(cyclohexylsulfonyl)-2-[(1S)-1-cyclopropylethyl]-1-oxo-2,3-dihydro-1H-isoindol-5-yl]-N-cyclopropylpyrazolo[1,5-a]pyrimidine-3-carboxamide